6-(2,6-dichloropyridin-4-yl)morpholin-3-one ClC1=NC(=CC(=C1)C1OCC(NC1)=O)Cl